azaundecene N=CCCCCCCCCC